FC=1C=C(C=NC1)C(C(N[C@@H](C)C1=CC=CC=C1)=O)N(C(=O)[C@@H]1N(C[C@](C1)(C)O)C(=O)OC(C)(C)C)C1=CC=C(C=C1)S(F)(F)(F)(F)F tert-butyl (2R,4R)-2-[[1-(5-fluoro-3-pyridyl)-2-oxo-2-[[(1S)-1-phenylethyl]amino]ethyl]-[4-(pentafluoro-λ6-sulfanyl)phenyl]carbamoyl]-4-hydroxy-4-methyl-pyrrolidine-1-carboxylate